C1(=CC=CC=C1)N(C1=C(C(=C(C=2C3=CC=CC=C3CC12)C1=C(C=CC=2C3=CC=CC=C3NC12)C1=CC=CC=C1)C)C)C1=CC=CC2=CC=CC=C12 (phenyl)(naphthyl)[(phenylcarbazolyl)dimethylfluorenyl]amine